(2S,3S)-3-(ETHOXYCARBONYL)OXIRAN C(C)OC(=O)[C@@H]1CO1